BrC=1C=NC=C(C1C)OC1=C(C=C(C=C1)[N+](=O)[O-])F 3-bromo-5-(2-fluoro-4-nitro-phenoxy)-4-methyl-pyridine